N-[(3S)-piperidin-3-yl]-4-(1H-pyrrol-3-yl)-5-(trifluoromethyl)pyrimidin-2-amine N1C[C@H](CCC1)NC1=NC=C(C(=N1)C1=CNC=C1)C(F)(F)F